C(C=C)(=O)OC1(CCCCC1)N(C)C N,N-dimethylaminocyclohexyl acrylate